ClC1=C(C=C(C=C1)N1C2=C(OC(C1)(C)C)N=CC=N2)F 4-(4-chloro-3-fluorophenyl)-2,2-dimethyl-3,4-dihydro-2H-pyrazino[2,3-b][1,4]oxazine